COC(CC=1C=CC2=C(C(CO2)=O)C1)=O 2-(3-oxo-2,3-dihydro-1-benzofuran-5-yl)acetic acid methyl ester